(3S,4r,5R)-1-(4-fluorophenethyl)piperidine-3,4,5-triol FC1=CC=C(CCN2C[C@@H](C([C@@H](C2)O)O)O)C=C1